NC=1N=C(C2=C(N1)\C(\N(C2=O)C(C)C)=C/C2=CC=CC=C2)C=2OC(=CC2)C (E)-2-amino-7-phenylmethylen-6-isopropyl-4-(5-methylfuran-2-yl)-6,7-dihydro-5H-pyrrolo[3,4-d]pyrimidin-5-one